(S)-2-fluoro-4-(2-((pyrrolidin-3-ylmethyl)amino)-6-(2,3-difluorophenyl)quinazolin-4-yl)-2-fluorobenzonitrile FC1([C@H](C#N)C=CC(=C1)C1=NC(=NC2=CC=C(C=C12)C1=C(C(=CC=C1)F)F)NCC1CNCC1)F